ClC1=C(C=CC(=C1)Cl)C(C=CC1=CC(=C(C=C1)O)O)=O 1-(2,4-Dichlorophenyl)-3-(3,4-dihydroxyphenyl)prop-2-en-1-one